N-(1-methylcyclopropyl)-2,4-dioxo-3-(pyrrolidin-3-yl)-1,2,3,4-tetrahydroquinazoline-6-sulfonamide CC1(CC1)NS(=O)(=O)C=1C=C2C(N(C(NC2=CC1)=O)C1CNCC1)=O